3-methyl-2-(naphthalene-2-yl)quinazoline CN1C(N=C2C=CC=CC2=C1)C1=CC2=CC=CC=C2C=C1